BrC=1C=C(C=NC1)C(=O)O 5-bromopyridin-3-carboxylic acid